ClC=1C=CC=C2C(C=C(OC12)C1=CC=C(C=C1)OCCCO)=O 8-chloro-2-[4-(3-hydroxypropoxy)phenyl]chromen-4-one